C(C1=CC=CC=C1)OCCN1C(=NC(=C1\C=N\[S@@](=O)C(C)(C)C)C=1C(=NC=CC1)C(C)C)C (S)-N-[(1E)-{1-[2-(benzyloxy)ethyl]-2-methyl-4-[2-(propan-2-yl)pyridin-3-yl]-1H-imidazol-5-yl}methylene]-2-methylpropan-2-sulfinamide